CC=1C=C2NCCN(C2=CC1C(NC1(CC1)C1=CC=CC2=CC=CC=C12)=O)C(=O)OC(C)(C)C tert-butyl 6-methyl-7-((1-(naphthalen-1-yl)cyclopropyl)carbamoyl)-3,4-dihydroquinoxaline-1(2H)-carboxylate